C1(=CC=CC=C1)[C@H](CO)N1N=CC(=C1)B1OC(C(O1)(C)C)(C)C (R,S)-2-Phenyl-2-[4-(4,4,5,5-tetramethyl-1,3,2-dioxaborolan-2-yl)-1H-pyrazol-1-yl]ethanol